(1,3-dihydroisobenzofuran-5-yl)ethan-1-one C1OCC2=CC(=CC=C12)C(C)=O